(Z)-1-(benzyloxy)dodec-5-en-3-ol C(C1=CC=CC=C1)OCCC(C\C=C/CCCCCC)O